CC1=C(C=C(C=C1)C)NC(=O)NC(C)(C#CC1=CC=C(C=C1)O)C 1-(2,5-dimethylphenyl)-3-(4-(4-hydroxyphenyl)-2-methylbut-3-yn-2-yl)urea